2-(Furan-2-yl)-5-methylaniline O1C(=CC=C1)C1=C(N)C=C(C=C1)C